phosphoric acid-tris(beta-chloropropyl) ester ClC(COP(OCC(C)Cl)(OCC(C)Cl)=O)C